C(C1=CC=CC=C1)C1C(NC(C(N1)=O)CC1=CC=C(C=C1)O)=O 3-benzyl-6-(p-hydroxybenzyl)-2,5-diketopiperazine